CN1C(=NN=C1C1=CC=CC=C1)CCCNC(=O)NC1C(CCCC1)C 1-(3-(4-methyl-5-phenyl-4H-1,2,4-triazol-3-yl)propyl)-3-(2-methylcyclohexyl)urea